2,4-Dichloro-3-fluoroaniline ClC1=C(N)C=CC(=C1F)Cl